O=C1NC(CCC1C1=CC=C(C=C1)C1CC(C1)C=O)=O 3-(4-(2,6-dioxopiperidin-3-yl)phenyl)cyclobutane-1-carbaldehyde